Benzyl 2-(5-fluoropyridin-2-yl)-3-(6-methyl-1H-pyrazolo[3,4-b]pyridin-4-yl)-6,7-dihydropyrazolo[1,5-a]pyrazine-5(4H)-carboxylate FC=1C=CC(=NC1)C1=NN2C(CN(CC2)C(=O)OCC2=CC=CC=C2)=C1C1=C2C(=NC(=C1)C)NN=C2